CN1N=C(C=C1OCC(=O)NCCOC=1N(N=CC1C=1C=C2C(=NN(C2=CC1)C1OCCCC1)C#C[Si](C(C)C)(C(C)C)C(C)C)C)C 2-(2,5-dimethylpyrazol-3-yl)oxy-N-[2-[2-methyl-4-[1-tetrahydropyran-2-yl-3-(2-triisopropylsilylethynyl)indazol-5-yl]pyrazol-3-yl]oxyethyl]acetamide